2-(2,6-Dimethylpyridin-4-yl)-3-isopropyl-5-(4-(4-methylpiperazin-1-yl)cyclohexyl)-1H-indol CC1=NC(=CC(=C1)C=1NC2=CC=C(C=C2C1C(C)C)C1CCC(CC1)N1CCN(CC1)C)C